2-((5-((1'R,5'S)-8'-(4-cyanobenzyl)-8'-azaspiro[azetidine-3,3'-bicyclo[3.2.1]octane]-1-yl)-1,2,4-triazin-6-yl)oxy)-N-ethyl-5-fluoro-N-isopropylbenzamide C(#N)C1=CC=C(CN2[C@H]3CC4(C[C@@H]2CC3)CN(C4)C=4N=CN=NC4OC4=C(C(=O)N(C(C)C)CC)C=C(C=C4)F)C=C1